ClC1=C(C=2N=C(N=C(C2C=N1)N1C2CN(C(C1)CC2)C(=O)OC(C)(C)C)OC[C@]21CCC(N1C[C@](C2)([2H])F)([2H])[2H])F tert-Butyl 5-(7-chloro-8-fluoro-2-(((2R,7aS)-2-fluorotetrahydro-1H-pyrrolizin-7a(5H)-yl-2,5,5-d3) methoxy) pyrido[4,3-d]pyrimidin-4-yl)-2,5-diazabicyclo[2.2.2]octane-2-carboxylate